5-bromo-1,2-dimethyl-1H-pyrrolo[2,3-b]pyridine BrC=1C=C2C(=NC1)N(C(=C2)C)C